ClC1=CC=2C(N=C1C1=C3C=NNC3=CC=C1C)=NSC2N2[C@@H](CN(CC2)C(C=C)=O)C 1-((3R)-4-(5-chloro-6-(5-methyl-1H-indazol-4-yl)-[1,2]thiazolo-[3,4-b]pyridin-3-yl)-3-methyl-1-piperazinyl)-2-propen-1-one